pent-4-ene-1-sulfonamide C(CCC=C)S(=O)(=O)N